methyl 2-(3-fluoro-4-nitrophenyl)cyclopropane-1-carboxylate FC=1C=C(C=CC1[N+](=O)[O-])C1C(C1)C(=O)OC